Tert-Butyl 6-[[[3-(trifluoromethyl)oxetan-3-yl]amino]methyl]-2-azaspiro[3.3]heptane-2-carboxylate FC(C1(COC1)NCC1CC2(CN(C2)C(=O)OC(C)(C)C)C1)(F)F